ClC=1C=CC2=C(C=C(O2)C(=O)C2=CC=C(C=C2)N2CCN(CC2)C2=CC=C(C=C2)OC)C1 (5-Chlorobenzofuran-2-yl)(4-(4-(4-methoxyphenyl)piperazine-1-yl)phenyl)methanone